S(=O)(=O)(O)O.C(C)N(CC)C#CC N,N-diethyl-propynyl-amine sulfate